1-(trifluoromethylsulfonyl)pyrazole-4-carbonitrile FC(S(=O)(=O)N1N=CC(=C1)C#N)(F)F